2-((R)-6-(4-(2-(((S)-1,4-dioxan-2-yl)methoxy)phenyl)piperidin-1-yl)-2-azaspiro[3.4]octan-2-yl)-1,3,4-thiadiazole O1[C@@H](COCC1)COC1=C(C=CC=C1)C1CCN(CC1)[C@H]1CC2(CN(C2)C=2SC=NN2)CC1